N-[4-[[3-[2-[(1r,4r)-(4-Aminocyclohexyl)amino]pyrimidin-4-yl]-4-pyridyl]oxy]-3-fluoro-phenyl]2,6-difluoro-benzenesulfonamide NC1CCC(CC1)NC1=NC=CC(=N1)C=1C=NC=CC1OC1=C(C=C(C=C1)NS(=O)(=O)C1=C(C=CC=C1F)F)F